FC(OC1=CC=C(C=C1)NCCN)(F)F N1-(4-(trifluoromethoxy)phenyl)ethane-1,2-diamine